(R)-3-chloro-N-(1-(5-(3-cyano-6-(2-hydroxy-2-methylpropoxy)pyrazolo[1,5-a]pyridin-4-yl)pyridin-2-yl)-3-methylpyrrolidin-3-yl)picolinamide ClC=1C(=NC=CC1)C(=O)N[C@]1(CN(CC1)C1=NC=C(C=C1)C=1C=2N(C=C(C1)OCC(C)(C)O)N=CC2C#N)C